1-acetyl-4-(4-(difluoromethoxy)-3-methoxy-d3-phenyl)pyrrolidine-2-carboxylic acid C(C)(=O)N1C(CC(C1)C1=CC(=C(C=C1)OC(F)F)OC([2H])([2H])[2H])C(=O)O